triacontyl n-decanoate C(CCCCCCCCC)(=O)OCCCCCCCCCCCCCCCCCCCCCCCCCCCCCC